C(C=C)N1N(C2=NC(=NC=C2C1=O)NC=1C=C2C=CC=NC2=CC1)C1=NC(=CC=C1)OC1CCNCC1 2-allyl-1-[6-(4-piperidyloxy)-2-pyridyl]-6-(6-quinolylamino)-1,2-dihydro-3H-1,2,5,7-tetraazainden-3-one